[Fe](=[Se])=[Se].[Ni] nickel-iron diselenide